(S)-5-dodecene-1,3-diol C(C[C@H](CC=CCCCCCC)O)O